C(CCC)N(S(=O)(=O)C1=CC=CC2=C(C=CC=C12)N(C)C)CCCC N,N-di-n-butyl-5-(dimethylamino)-1-naphthalenesulfonamide